Cl.C[C@]12CC(C[C@](CC1)(N2)C)N(C=2SC1=C(C=NC(=C1)C=1C=C(C=3N(C1)C=C(N3)C)F)N2)C N-[(1R,3s,5S)-1,5-dimethyl-8-azabicyclo[3.2.1]oct-3-yl]-6-(8-fluoro-2-methylimidazo[1,2-a]pyridin-6-yl)-N-methyl-[1,3]thiazolo[4,5-c]pyridin-2-amine hydrochloride